N1N=NC(=C1)C1CN(C1)C1=NN=C(O1)C=1C=NC(=NC1)N(C)C1CC2=CC(=C(C=C2C1)F)F 5-(5-(3-(1H-1,2,3-triazol-4-yl)azetidin-1-yl)-1,3,4-oxadiazol-2-yl)-N-(5,6-difluoro-2,3-dihydro-1H-inden-2-yl)-N-methylpyrimidin-2-amine